6-chloro-N-ethoxy-4-((4-isopropyl-2-(N-methylmethanesulfonamido)phenyl)amino)nicotinamide ClC1=NC=C(C(=O)NOCC)C(=C1)NC1=C(C=C(C=C1)C(C)C)N(S(=O)(=O)C)C